(S)-N-((R)-2-oxo-1-(1-(5-(trifluoromethyl)pyrimidin-2-yl)piperidin-4-yl)pyrrolidin-3-yl)-2-((6-oxo-5-(trifluoromethyl)-1,6-dihydropyridazin-4-yl)amino)propanamide O=C1N(CC[C@H]1NC([C@H](C)NC=1C=NNC(C1C(F)(F)F)=O)=O)C1CCN(CC1)C1=NC=C(C=N1)C(F)(F)F